C(#N)COC=1C(=CC2=CN(N=C2C1)C)NC(=O)C1=NC=C(N=C1)N1C[C@@H](CC1)NC1CC1 (R)-N-(6-(cyanomethoxy)-2-methyl-2H-indazol-5-yl)-5-(3-(cyclopropylamino)pyrrolidin-1-yl)pyrazine-2-carboxamide